(4-chlorophenyl)-N-(pyridin-2-ylmethyl)-2-(pyridin-3-yl)pyrimidin-4-amine ClC1=CC=C(C=C1)C=1C(=NC(=NC1)C=1C=NC=CC1)NCC1=NC=CC=C1